C(\C(\C)=C/C(=O)[O-])(=O)OCC1CO1 citraconic acid, monoglycidyl ester